OC(=O)C(F)(F)F.COC1=CC=C(C=C1)N1C(=NOC1(C)C)C1[C@H]2CNC[C@@H]12 (1R,5S,6r)-6-[4-(4-methoxyphenyl)-5,5-dimethyl-4,5-dihydro-1,2,4-oxadiazol-3-yl]-3-azabicyclo[3.1.0]hexane TFA salt